COC=1C=C(N)C=CC1C=1C=NN(C1)C 3-methoxy-4-(1-methyl-1H-pyrazol-4-yl)aniline